N-(2,2-difluoroethyl)-5-[(3R)-pyrrolidin-3-yloxy]pyridine-2-carboxamide TFA salt OC(=O)C(F)(F)F.FC(CNC(=O)C1=NC=C(C=C1)O[C@H]1CNCC1)F